C(C)(C)(C)OC(=O)N1CC2(CC1)CCC(C2)=O.CC2=C(C(=C([CH-]2)C)C)C.C2C(=C(C(=C2C)C)C)C.[Fe+2] octamethyl-ferrocenium tert-Butyl-8-oxo-2-azaspiro[4.4]nonane-2-carboxylate